CC(C)[C@H](CO)N (R)-(-)-2-amino-3-methyl-1-butanol